C(C1=CC=CC=C1)O[C@@H]1[C@@](O[C@@H]2OC(O[C@@H]21)(C)C)(CCl)COCC2=CC=CC=C2 (3aR,5R,6S,6aR)-6-(benzyloxy)-5-[(benzyloxy)methyl]-5-(chloromethyl)-2,2-dimethyl-dihydro-3aH-furo[2,3-d][1,3]dioxole